C(C=C)(=O)N1CCC(CC1)OC=1N=C2C(=NC1)NC=C2C(=O)NCC2CC(C2)(F)F 2-[(1-acryloylpiperidin-4-yl)oxy]-N-[(3,3-difluorocyclobutyl)methyl]-5H-pyrrolo[2,3-b]pyrazine-7-carboxamide